O.[Cl-].OC(=C[N+](C)(C)C)COC1=CC=C(C=C1)C(C1=CC=CC=C1)=O 2-hydroxy-3-(4-benzoylphenoxy)-N,N,N-trimethyl-1-propenaminium chloride monohydrate